C(=C\CCCC)/CC(=O)O.OC1=C(C=C(C=C1C)C)C (4-hydroxy-3,5-dimethylphenyl)methane E-2-hexenyl-acetate